ClC=1C=2N(C=C(C1)C1(CN(C1)C(=O)OC(C)(C)C)O)C(=NC2)C Tert-butyl 3-{8-chloro-3-methylimidazo[1,5-a]pyridin-6-yl}-3-hydroxyazetidine-1-carboxylate